6-Bicyclopentyloxy-2,4,6,8-tetramethyl-cyclotetrasiloxane C1(CCCC1)(C1CCCC1)O[Si]1(O[SiH](O[SiH](O[SiH](O1)C)C)C)C